OCCNC=1C=C(C=C(C1OC)C)NCCO 2-({3-[(2-Hydroxyethyl)amino]-4-methoxy-5-methylphenyl}-amino)ethanol